2-[2-(3-methoxyphenyl)phenyl]pyrrolidin-1-ium COC=1C=C(C=CC1)C1=C(C=CC=C1)C1[NH2+]CCC1